(3-(1,3-Dioxane-2-yl)-4-(pyrrolidin-3-yl)phenyl)methanol O1C(OCCC1)C=1C=C(C=CC1C1CNCC1)CO